CC=1C=C(N(N1)CC1CC(C1)C(F)(F)F)N1CCN(CC1)CCN1CCOCC1 4-[2-[4-[5-methyl-2-[[3-(trifluoromethyl)cyclobutyl]methyl]pyrazol-3-yl]piperazin-1-yl]ethyl]morpholine